FC1=CC=C(C=C1)C(O[C@H]1C[C@H]2CC[C@@H](C1)N2C)C2=CC=C(C=C2)F 3a-bis-(4-fluorophenyl)methoxytropane